COC1=C(C(=CC=C1)OC(F)(F)F)B(O)O 2-METHOXY-6-(TRIFLUOROMETHOXY)PHENYLBORONIC ACID